(R)-1-Phenylethyl (1-hydroxy-1,3-dihydrobenzo[c][1,2]oxaborole-6-carbonyl)-L-valinate OB1OCC2=C1C=C(C=C2)C(=O)N[C@@H](C(C)C)C(=O)O[C@H](C)C2=CC=CC=C2